5-(dodecoxymethyl)furfural C(CCCCCCCCCCC)OCC1=CC=C(C=O)O1